CC(C)(C)OC(=O)N[C@@H]1CCCC[C@H]1N N-Boc-trans-1,2-cyclohexanediamine